(3-(4-Bromophenoxy)-6-methoxybenzo[b]thiophen-2-yl)(3-methylthiophen-2-yl)methanone BrC1=CC=C(OC=2C3=C(SC2C(=O)C=2SC=CC2C)C=C(C=C3)OC)C=C1